C(C1=CC=CC=C1)OC1=CC=C(C=C1)C=1C(=C(N(C1C1=C(C=CC(=C1)F)C(=O)N1CC2=CC=CC=C2C[C@H]1CN1CCOCC1)C)C)C(=O)NCC1=C(C=CC=C1)OC [4-(benzyloxy)phenyl]-5-(5-fluoro-2-{[(3S)-3-(morpholin-4-ylmethyl)-3,4-dihydroisoquinolin-2(1H)-yl]carbonyl}phenyl)-N-(2-methoxybenzyl)-1,2-dimethyl-1H-pyrrole-3-carboxamide